C[C@](N)(CCC(=O)O)C(=O)O 2-Methyl-L-glutamic acid